2-(6-(3-cyclopropyl-4-(6-methylpyridin-2-yl)-1H-pyrazol-1-yl)spiro[3.3]hept-2-yl)acetonitrile C1(CC1)C1=NN(C=C1C1=NC(=CC=C1)C)C1CC2(CC(C2)CC#N)C1